C(C)[C@]1(C(OCC=2C(N3CC=4C(=NC=5C=C(C(=C6C5C4C(CC6)CNCCCO)C)F)C3=CC21)=O)=O)O (9S)-9-ethyl-5-fluoro-9-hydroxy-1-(((3-hydroxypropyl)amino)methyl)-4-methyl-1,2,3,9,12,15-hexahydro-10H,13H-benzo[de]pyrano[3',4':6,7]indolizino[1,2-b]quinoline-10,13-dione